benzyl 6-hydroxy-4-azaspiro[2.5]octane-4-carboxylate OC1CN(C2(CC2)CC1)C(=O)OCC1=CC=CC=C1